2-(2-chloropyrimidin-5-yl)oxy-N,N-dimethyl-acetamide ClC1=NC=C(C=N1)OCC(=O)N(C)C